C1N(CCC12CCNCC2)C=2N=C1N3C=4C=CC=CC4NC3=C(C(C1=CN2)=O)C(=O)O 4-(2,8-Diazaspiro[4.5]decan-2-yl)-8-oxo-1,3,5,11-tetrazatetracyclo[8.7.0.02,7.012,17]heptadeca-2,4,6,9,12(17),13,15-heptaene-9-carboxylic acid